C(CCCCC)C(=O)C=C vinyl hexyl ketone